N-methyl-N-(o-tolyl)acetamide CN(C(C)=O)C1=C(C=CC=C1)C